(S)-4-((1R,3r,5S,6S)-6-(1-isopropyl-3-(2-(trifluoromethyl)pyrimidin-4-yl)-1H-pyrazol-5-yl)bicyclo[3.1.0]hexane-3-yl)-3-methylmorpholine C(C)(C)N1N=C(C=C1C1[C@H]2CC(C[C@@H]12)N1[C@H](COCC1)C)C1=NC(=NC=C1)C(F)(F)F